6-(DIMETHYLAMINO)PYRIDINE-3-BORONIC ACID CN(C1=CC=C(C=N1)B(O)O)C